monolauryl-phenol C(CCCCCCCCCCC)C1=CC=C(C=C1)O